C(C)(C)NC=1C2=C(NC(C1C=1NC=3C(=CC4=C(CCN(CC4)C)C3)N1)=O)C=CS2 7-(isopropylamino)-6-(7-methyl-1,5,6,7,8,9-hexahydroimidazo[4',5':4,5]benzo[1,2-d]azepin-2-yl)thieno[3,2-b]pyridin-5(4H)-one